OC=1C(=C(C=C(C1O)OC)C1=NC2=C(N1C1CN(C1)C(C)=O)C=CC=C2)C 1-(3-(2-(3,4-dihydroxy-5-methoxy-2-methylphenyl)-1H-benzo[d]imidazol-1-yl)azetidin-1-yl)ethan-1-one